ClC=1C(=NC(=NC1)NC1=CC(=C(C=C1)N1CCC2(CC(C2)NC(OC(C)(C)C)=O)CC1)C)NC1=C(C=CC=C1)P(=O)(C)C tert-butyl (7-(4-((5-chloro-4-((2-(dimethylphosphoryl) phenyl) amino) pyrimidin-2-yl)amino)-2-methylphenyl)-7-azaspiro[3.5]nonan-2-yl)carbamate